ClC=1C=C(C(=CC1)C(=O)OO)F 4-chloro-2-fluoroperbenzoic acid